6-(1-Methyl-1,2,3,4-tetrahydroquinolin-5-yl)-2-(pyridin-2-yl)phthalazin-1(2H)-one CN1CCCC2=C(C=CC=C12)C=1C=C2C=NN(C(C2=CC1)=O)C1=NC=CC=C1